CCC(OC(=O)C)(OC(=O)C)OC(=O)C propanetriol triacetate